((2S,5R)-5-((N-(cyclopropylmethyl)sulfamoyl)amino)tetrahydro-2H-pyran-2-yl)methyl 4-methylbenzenesulfonate CC1=CC=C(C=C1)S(=O)(=O)OC[C@H]1OC[C@@H](CC1)NS(NCC1CC1)(=O)=O